1,1-di(t-butylperoxy)3,5,5-trimethylcyclohexane C(C)(C)(C)OOC1(CC(CC(C1)(C)C)C)OOC(C)(C)C